5-(1-(2,2-difluoroethyl)-1H-benzo[d]imidazol-6-yl)-N-((3S,4R)-3-fluoro-1-(oxetan-3-yl)piperidin-4-yl)-4-methoxypyrrolo[2,1-f][1,2,4]triazin-2-amine FC(CN1C=NC2=C1C=C(C=C2)C=2C=CN1N=C(N=C(C12)OC)N[C@H]1[C@H](CN(CC1)C1COC1)F)F